[Cl-].[Cl-].CC1(C=C(C=C1)C1(CCCCC1)C(C)C)[Zr+2]C1(C=C(C=C1)C1(CCCCC1)C(C)C)C bis(1-methyl-3-(1-isopropylcyclohexyl)cyclopentadienyl)zirconium dichloride